[N-](S(=O)(=O)C(F)(F)F)S(=O)(=O)C(F)(F)F.C(CC)[P+](CCCC)(CCCC)CCCC propyl-tributylphosphonium bis(trifluoromethanesulfonyl)imide salt